1-cyclohexyl-1-methylhydrazine trifluoroacetate FC(C(=O)O)(F)F.C1(CCCCC1)N(N)C